2-{4-ethenyl-3-fluoro-2-[(4-methoxyphenyl)methoxy]phenyl}-1,3-dioxolane C(=C)C1=C(C(=C(C=C1)C1OCCO1)OCC1=CC=C(C=C1)OC)F